Acrylonitrile Styrene-Acrylate C(=CC1=CC=CC=C1)C=CC(=O)O.C(C=C)#N